5,9-dimethyl-6(5H)-phenanthridinone CN1C=2C=CC=CC2C2=CC(=CC=C2C1=O)C